Methyl-α-cyano-β-methyl-p-methoxycinnamat COC(C(=C(C1=CC=C(C=C1)OC)C)C#N)=O